ClC1=CC=C(C=C1)C1(CC(C1)C1=NOC(=N1)CN1C=NC=2N=CN(C2C1=O)C)F 1-((3-((1s,3s)-3-(4-chlorophenyl)-3-fluorocyclobutyl)-1,2,4-oxadiazol-5-yl)methyl)-7-methyl-1H-purin-6(7H)-one